8-chloro-5-((2-(2-(cinnolin-7-yl)ethyl)-2-azaspiro[3.3]heptan-6-yl)oxy)-2-methylisoquinolin-1(2H)-one ClC=1C=CC(=C2C=CN(C(C12)=O)C)OC1CC2(CN(C2)CCC2=CC=C3C=CN=NC3=C2)C1